OC1=C(C(=O)NC2=CC=C(C=C2)N2C3=C(NCC=C2)C2=CC=CC=C2C=C3)C=CC=C1 5-[4-(2-hydroxybenzoylamino)phenyl]-1H-naphtho[1,2-b][1,4]diazepine